5-(2-(imidazo[1,2-a]pyridin-6-yl)-3-isopropyl-1H-indol-5-yl)-N-(1-isopropylpiperidin-4-yl)-1,3,4-oxadiazole-2-carboxamide N=1C=CN2C1C=CC(=C2)C=2NC1=CC=C(C=C1C2C(C)C)C2=NN=C(O2)C(=O)NC2CCN(CC2)C(C)C